4,4'-dichloro-3,3'-diaminobiphenyl ClC1=C(C=C(C=C1)C1=CC(=C(C=C1)Cl)N)N